CN(C(CCN1N=C(C=C(C1=O)C(=O)O)C)=O)C 2-[3-(dimethylamino)-3-oxo-propyl]-6-methyl-3-oxo-pyridazine-4-carboxylic acid